1-((3S,4R)-4-(3,4-difluorophenyl)-1-(2-hydroxyethyl)pyrrolidin-3-yl)-3-(3,4-dimethyl-1-phenyl-1H-pyrazol-5-yl)urea FC=1C=C(C=CC1F)[C@H]1[C@@H](CN(C1)CCO)NC(=O)NC1=C(C(=NN1C1=CC=CC=C1)C)C